[N+](=O)([O-])C=1C=C(C=C(C(=O)OC)C(C)=O)C=CC1 methyl 2-(3-nitrobenzylidene)-3-oxobutanoate